17-bromo-4,6,8,10,12,14-hexamethylheptadecyl propyloxymethyl ether C(CC)OCOCCCC(CC(CC(CC(CC(CC(CCCBr)C)C)C)C)C)C